CC1=CC=C(C=C1)S(=O)(=O)O.C(C1=CC=CC=C1)#N benzonitrile p-toluenesulfonate